C[C@H](CCCCCCC)O (R)-nonan-2-ol